5-(4-chlorophenyl)-2-(4-((3-methoxybenzyl)oxy)phenyl)-4-methyl-1H-imidazole ClC1=CC=C(C=C1)C1=C(N=C(N1)C1=CC=C(C=C1)OCC1=CC(=CC=C1)OC)C